N-Cyclopropyl-5-[1-[4-(difluoromethoxy)-2-methyl-5-(1,1,2,2,2-pentafluoroethyl)pyrazol-3-yl]pyrazol-4-yl]-2-(trifluoromethyl)benzamid C1(CC1)NC(C1=C(C=CC(=C1)C=1C=NN(C1)C=1N(N=C(C1OC(F)F)C(C(F)(F)F)(F)F)C)C(F)(F)F)=O